N-(2-morpholinylethyl)-2-(3-nitrobenzoylamido)-benzimidazole C1COCCN1CCN2C3=CC=CC=C3N=C2NC(=O)C4=CC(=CC=C4)[N+](=O)[O-]